4-((3-(dimethylamino)phenyl)amino)imidazo[1,5-a]pyrido[4,3-e]pyrazine-3-carboxylic acid CN(C=1C=C(C=CC1)NC=1C=2N(C3=C(N1)C=CN=C3)C=NC2C(=O)O)C